N1(CCCCC1)C(=O)ONCCCO ((3-hydroxypropyl) amino) piperidine-1-carboxylate